C1(CCCCC1)N1C(=CC2=CC=CC=C12)C1=NNC(=C1)NC(C1=CC=C(C=C1)NC1CCN(CC1)C)=O N-(3-(1-cyclohexyl-1H-indol-2-yl)-1H-pyrazol-5-yl)-4-((1-methylpiperidin-4-yl)amino)benzamide